((5R,6S)-5-(4-(4-formylpiperidin-1-yl)phenyl)-6-phenyl-5,6,7,8-tetrahydronaphthalen-2-yl)boronic acid C(=O)C1CCN(CC1)C1=CC=C(C=C1)[C@@H]1C=2C=CC(=CC2CC[C@@H]1C1=CC=CC=C1)B(O)O